CC=1N=C(C=2N(C1)C=CC2)N2CC(CC2)NC(=O)C2=NN(C=N2)C2=CC=C(C=C2)F 1-(4-fluorophenyl)-1H-[1,2,4]triazole-3-carboxylic acid [1-(3-methyl-pyrrolo[1,2-a]pyrazin-1-yl)-pyrrolidin-3-yl]-amide